C(CCCCCCC\C=C/CCCCCCCC)[N-]CC[N-]CCCCCCCC\C=C/CCCCCCCC dioleylethylenediamide